5-phenylthiazole-2-carboxamide TFA salt OC(=O)C(F)(F)F.C1(=CC=CC=C1)C1=CN=C(S1)C(=O)N